FC(C(=O)O)(F)F.O=C1N(CC2CNCCC21)C=2C=C(C(=O)O)C=CC2 3-(1-oxooctahydro-2H-pyrrolo[3,4-c]pyridin-2-yl)benzoic acid trifluoroacetate salt